2-(4-Ethanesulfonyl-phenyl)-N-[6-(4-methyl-piperazin-1-yl)-benzothiazol-2-yl]-acetamide C(C)S(=O)(=O)C1=CC=C(C=C1)CC(=O)NC=1SC2=C(N1)C=CC(=C2)N2CCN(CC2)C